4-[[4-[[(1-amino-5-isoquinolinyl)amino]methyl]-2-pyridinyl]oxymethyl]-1-methyl-pyridin-2-one NC1=NC=CC2=C(C=CC=C12)NCC1=CC(=NC=C1)OCC1=CC(N(C=C1)C)=O